Racemic-dimethyl (1R,3S,5s)-5-aminocyclohexane-1,3-dicarboxylate NC1C[C@H](C[C@H](C1)C(=O)OC)C(=O)OC